C(#N)C=1C(=CC(=NC1)NC(=O)N1CCCC2=CC(=C(N=C12)C=O)CN1C(CN(CC1)C)=O)NCCCSC N-(5-cyano-4-((3-(methylthio)propyl)amino)pyridin-2-yl)-7-formyl-6-((4-methyl-2-oxopiperazin-1-yl)methyl)-3,4-dihydro-1,8-naphthyridine-1(2H)-carboxamide